5-(aminomethyl)-4-{2-[(tert-butyldimethylsilyl)oxy]ethyl}-6-(2-chloro-5-fluorophenyl)piperidin-2-one NCC1C(CC(NC1C1=C(C=CC(=C1)F)Cl)=O)CCO[Si](C)(C)C(C)(C)C